2-(hept-3-yl)-1,3-dioxolane CCC(CCCC)C1OCCO1